(2S,4S)-4-fluoro-2-methylpyrrolidin F[C@H]1C[C@@H](NC1)C